C1=NS(C=CC2=C1C=CC=C2)NC(C2=CC=C(C=C2)C2=CC=C(C=C2)C(F)(F)F)=O N-(benzo[d][1,2]thiazepine-3-yl)-4-[4-(trifluoromethyl)phenyl]benzamide